N1N=NC2=C1C=CC(=C2)CN (1H-benzo[1,2,3]triazol-5-yl)methylamine